titanium tetrahydrofurane chloride [Cl-].O1CCCC1.[Ti+4].[Cl-].[Cl-].[Cl-]